6-Ethyl-5-(2-(pyrazin-2-yl)quinolin-8-yl)pyridin-2-amine C(C)C1=C(C=CC(=N1)N)C=1C=CC=C2C=CC(=NC12)C1=NC=CN=C1